C1=C(C=CC2=CC=CC=C12)N=CC1=CC=C(C#N)C=C1 4-((naphthalen-2-ylimino)methyl)benzonitrile